C(C)(C)(C)N(C(O)=O)C1=C(C(=C(C=C1)F)OC=1C(=C2C(N(C=NC2=CC1)C)=O)C)Cl.C(=O)C1=CC=C(C=C1)C1=CC(=C2C=CC3=C(C=C(C4=CC=C1C2=C34)C#CC3=CC=C(C=C3)N)C3=CC=C(C=C3)C=O)C#CC3=CC=C(C=C3)N 1,6-bis(4-formylphenyl)-3,8-bis((4-aminophenyl)ethynyl)pyrene tert-butyl-(2-chloro-3-((3,5-dimethyl-4-oxo-3,4-dihydroquinazolin-6-yl)oxy)-4-fluorophenyl)carbamate